1-(4Z,7Z,10Z,13Z,16Z,19Z-docosahexaenoyl)-2-(13Z,16Z-docosadienoyl)-glycero-3-phosphoserine CCCCC/C=C\C/C=C\CCCCCCCCCCCC(=O)O[C@H](COC(=O)CC/C=C\C/C=C\C/C=C\C/C=C\C/C=C\C/C=C\CC)COP(=O)(O)OC[C@@H](C(=O)O)N